C1(=CC=CC=C1)P(OCC([C@H](C[C@H]1C(NCC1)=O)NC([C@H](CC(C)C)NC(=O)C=1NC2=CC=C(C=C2C1)F)=O)=O)(=O)C1=CC=CC=C1 (S)-3-((S)-2-(5-fluoro-1H-indole-2-carboxamido)-4-methylpentanamido)-2-oxo-4-((S)-2-oxopyrrolidin-3-yl)butyl diphenylphosphinate